trans-13-octadecenoic acid C(CCCCCCCCCCC\C=C\CCCC)(=O)O